N2-(4-(pyrrolidin-3-ylmethyl)phenyl)pyrimidine-2,4-diamine N1CC(CC1)CC1=CC=C(C=C1)NC1=NC=CC(=N1)N